2-{[8-(2,6-difluorophenyl)-3-oxo-1H,2H,3H-benzo[e]isoindol-2-yl]methyl}prop-2-enamide FC1=C(C(=CC=C1)F)C=1C=CC2=C(C=3CN(C(C3C=C2)=O)CC(C(=O)N)=C)C1